2-[4-[3-(5-Fluoro-2-pyridyl)-1-methyl-pyrazol-4-yl]-1H-pyrrolo[2,3-b]pyridin-3-yl]acetonitrile FC=1C=CC(=NC1)C1=NN(C=C1C1=C2C(=NC=C1)NC=C2CC#N)C